N-(4-(4-amino-3-(4-phenoxyphenyl)-1H-pyrazolo[3,4-d]pyrimidin-1-yl)cyclohexyl)-3-chloro-N-methyl-1H-1,2,4-triazole-1-carboxamide NC1=C2C(=NC=N1)N(N=C2C2=CC=C(C=C2)OC2=CC=CC=C2)C2CCC(CC2)N(C(=O)N2N=C(N=C2)Cl)C